1-(4-((5-Chloro-2-((1-ethyl-1H-pyrazol-4-yl)amino)-7H-pyrrolo[2,3-d]pyrimidin-4-yl)amino)-6-azaspiro[2.5]oct-6-yl)prop-2-en-1-one ClC1=CNC=2N=C(N=C(C21)NC2C1(CC1)CCN(C2)C(C=C)=O)NC=2C=NN(C2)CC